ClC1=C(C=NN1CC1=C(C=C(C=C1)F)F)CCNC(C(F)F)C 5-chloro-1-(2,4-difluorobenzyl)-4-(2-((1,1-difluoropropan-2-yl)amino)ethyl)-1H-pyrazole